C(CC)(=O)[O-] propaneAt